(S)-1-(4-(4-Fluoro-2-methylphenyl)piperidin-1-yl)-2-(3-(2-(hydroxymethyl)morpholin-4-carbonyl)-5,6-dihydrocyclopenta[c]pyrazol-1(4H)-yl)ethanon FC1=CC(=C(C=C1)C1CCN(CC1)C(CN1N=C(C2=C1CCC2)C(=O)N2C[C@H](OCC2)CO)=O)C